C1(=CC=CC=C1)[C@H](C)N1N=NC=2C=NC=3C=CC(=CC3C21)C2=CC=NC1=CC=CC=C21 (S)-1-(1-phenylethyl)-8-(quinolin-4-yl)-1H-[1,2,3]triazolo[4,5-c]quinoline